4-fluoro-5-((5-(3-(6-methoxypyridin-2-yl)cyclopentyl)-1H-pyrazol-3-yl)amino)-1,3-dihydrobenzo[c]isothiazole 2,2-dioxide FC1=C(C=CC=2NS(CC21)(=O)=O)NC2=NNC(=C2)C2CC(CC2)C2=NC(=CC=C2)OC